(R)-N-(pyrrolidin-3-yl)isoquinolin-4-amine hydrochloride Cl.N1C[C@@H](CC1)NC1=CN=CC2=CC=CC=C12